C1(CC1)C[C@@H](C(=O)O)NC(CCC1=CC=CC=C1)=O (S)-3-cyclopropyl-2-(3-phenylpropionamido)propionic acid